(E)-N-(2-(6-methoxy-2-oxo-2,3-dihydro-1,3-benzoxazol-3-yl)ethyl)-3-(3,4,5-trimethoxyphenyl)acrylamide COC1=CC2=C(N(C(O2)=O)CCNC(\C=C\C2=CC(=C(C(=C2)OC)OC)OC)=O)C=C1